C(C)O[Si](CCC=1C2CCC(C1)(C2)C(C)=S)(OCC)OCC 2-(2-triethoxysilyl-1-ethyl)-4-thioacetyl-norbornene